2-Methylthio-5-ethynyl-pyrimidine 2-trifluoromethyl-4,5-dicyanoimidazolat FC(C=1[N-]C(=C(N1)C#N)C#N)(F)F.CSC1=NC=C(C=N1)C#C